CC1N(C(CNC1)C)C1=C2CN(C(C2=CC(=C1)F)=O)C1C(NC(CC1)=O)=O 3-(4-(2,6-dimethylpiperazin-1-yl)-6-fluoro-1-oxoisoindolin-2-yl)piperidine-2,6-dione